C12C(CC(CC1)CC2)C(=O)ONC=2C1=C(N=C(N2)Cl)N(C=C1)CC1=CC=CC=C1 7-benzyl-2-chloro-7H-pyrrolo[2,3-d]pyrimidin-4-yl(amino) bicyclo[2.2.2]octane-2-carboxylate